CC=1[N+](=CSC1CCOP(=O)(O)O)CC=1C(=NC(=NC1)C)N 4-methyl-3-[(2-methyl-4-amino-5-pyrimidinyl)methyl]-5-(2-phosphonooxyethyl)thiazolium